amyl-phenylamine C(CCCC)NC1=CC=CC=C1